[Na].[Fe].C12CC=C(N1)C=C1C=CC(=N1)C=C1C=CC(N1)=CC=1C=CC(N1)=C2 Dihydroporphine iron sodium salt